1-(4,5-dibutyl-2-methoxyphenyl)propan-2-amine C(CCC)C1=CC(=C(C=C1CCCC)CC(C)N)OC